4-(2-(7-bromo-5-methyl-3,4-dihydroisoquinolin-2(1H)-yl)ethyl)morpholine BrC1=CC(=C2CCN(CC2=C1)CCN1CCOCC1)C